C(C)(C)(C)OC(N(C)C(C1CC1)C1=CC=C(C=C1)Br)=O ((4-bromophenyl)(cyclopropyl)methyl)(methyl)carbamic acid tert-butyl ester